5-Ethyl-6-heptene C(C)C(CCCC)C=C